C1(CC1)CN 1-cyclopropylmethylamine